2,5,8,11,14,17,20,23,26,29,32-undecaoxatetratriacontan-34-oic acid COCCOCCOCCOCCOCCOCCOCCOCCOCCOCCOCC(=O)O